3-(N-(2-(3-ethyl-3-hydroxyazetidin-1-yl)-5-(trifluoromethyl)phenyl)sulfamoyl)-4-methoxybenzoic acid C(C)C1(CN(C1)C1=C(C=C(C=C1)C(F)(F)F)NS(=O)(=O)C=1C=C(C(=O)O)C=CC1OC)O